2,4-difluoro-N-(2-methoxy-5-(4-(piperidin-4-ylamino)quinazolin-6-yl)pyridin-3-yl)benzenesulfonamide FC1=C(C=CC(=C1)F)S(=O)(=O)NC=1C(=NC=C(C1)C=1C=C2C(=NC=NC2=CC1)NC1CCNCC1)OC